ClC=1C(=C(C(=NC1)C)NC(/C(=C/C1=CC=C2C=NN(C2=C1F)C1OCCCC1)/F)=O)C (2Z)-N-(5-chloro-2,4-dimethylpyridin-3-yl)-2-fluoro-3-[7-fluoro-1-(oxan-2-yl)indazol-6-yl]prop-2-enamide